5-[(7-bromobenzimidazol-1-yl)methyl]-1,3-dimethyl-benzimidazol-2-one BrC1=CC=CC2=C1N(C=N2)CC2=CC1=C(N(C(N1C)=O)C)C=C2